OC1=CC=C(C=C1)SSC1=CC=C(C=C1)O p-hydroxyphenyl disulfide